5-(4-methoxyphenyl)-3-methyl-1,4-diphenyl-1H-pyrazole COC1=CC=C(C=C1)C1=C(C(=NN1C1=CC=CC=C1)C)C1=CC=CC=C1